C(C1=CC=CC=C1)N1C(=NC2=C1C=C(C=C2N)C=2C(=NOC2C)C)N2CCCC2 1-benzyl-6-(3,5-dimethylisoxazol-4-yl)-2-(pyrrolidin-1-yl)-1H-benzo[d]imidazol-4-amine